tert-butyl-2-(4-((2-bromo-4-(difluoromethyl)thiazol-5-yl)oxy)-3-fluorophenyl)-4-(2,6-difluorobenzyl)-2,4-dihydro-3H-1,2,4-triazol-3-one C(C)(C)(C)C=1N(C(N(N1)C1=CC(=C(C=C1)OC1=C(N=C(S1)Br)C(F)F)F)=O)CC1=C(C=CC=C1F)F